(E)-3-(3-(4-phenoxyphenyl)acryloyl)oxazolidin-2-one O(C1=CC=CC=C1)C1=CC=C(C=C1)/C=C/C(=O)N1C(OCC1)=O